C4-amino-2-chloro-5-iodobenzaldehyde NC1=CC(=C(C=O)C=C1I)Cl